Cl.NCCCCOCCCCC1=CC=CC=2N(C(N(C21)C)=O)C2C(NC(CC2)=O)=O 3-[4-[4-(4-Aminobutoxy)butyl]-3-methyl-2-oxo-2,3-dihydro-1H-1,3-benzodiazol-1-yl]piperidine-2,6-dione hydrochloride